(4-(3-Amino-7-(4-carbamoylphenyl)-1H-indazol-5-yl)pyridin-2-yl)carbamic acid methyl ester COC(NC1=NC=CC(=C1)C=1C=C2C(=NNC2=C(C1)C1=CC=C(C=C1)C(N)=O)N)=O